1-(3-ethynylpyridin-2-yl)-7-(trifluoromethyl)quinazoline-2,4(1H,3H)-dione C(#C)C=1C(=NC=CC1)N1C(NC(C2=CC=C(C=C12)C(F)(F)F)=O)=O